O1CCN(CC1)CCOCCN1CCOCC1 bis(2-morpholinoethyl) ether